O=C1NC(CCC1NC=1C=C(C=CC1)C#CCNC(C1=NC=C(C=C1)C=1N=CC2=C(C=CC=C2C1)C=1C=C(C2=C(N(C(O2)=O)C)C1)N1CCOCC1)=O)=O N-(3-(3-((2,6-Dioxopiperidin-3-yl)amino)phenyl)prop-2-yn-1-yl)-5-(8-(3-methyl-7-morpholino-2-oxo-2,3-dihydrobenzo[d]oxazol-5-yl)isoquinolin-3-yl)picolinamide